C(C)C1=CN=C2N1C=C(C=N2)C=2C=CN1N=C(N=CC12)N[C@@H]1C[C@H](C1)COC 5-(3-ethylimidazo[1,2-a]pyrimidin-6-yl)-N-(trans-3-(methoxymethyl)cyclobutyl)pyrrolo[2,1-f][1,2,4]triazin-2-amine